NC1=C(C=CC(=C1)NCC1=CC=C(C=C1)C(F)(F)F)NC(CCCCCCC1=CC=C(C=C1)F)=O N-(2-Amino-4-((4-(trifluoromethyl)benzyl)amino)phenyl)-7-(4-fluorophenyl)heptanamid